OC1=C(C(=O)NCCCCCCCC(=O)O)C=C(C=C1)Cl 8-[N-(2-hydroxy-5-chlorobenzoyl)amino]caprylic acid